C\C(=C/C(=O)OC(C)(C)C)\CCC(=O)OC 1-(tert-butyl) 6-methyl (E)-3-methylhexan-2-enedioate